1-butyl-3-methylimidazoleethanol C(CCC)N1C(N(C=C1)C)CCO